(azetidin-3-yl)-3-chloro-5-((2-fluoro-4-iodophenyl)amino)isonicotinamide N1CC(C1)C=1C(=C(C(=O)N)C(=CN1)NC1=C(C=C(C=C1)I)F)Cl